NCC(=O)NC1CC(OC2=C3CN(C(C3=CC=C21)=O)C2C(NC(CC2)=O)=O)(C)C 2-Amino-N-(8-(2,6-dioxopiperidin-3-yl)-2,2-dimethyl-7-oxo-2,3,4,7,8,9-hexahydropyrano[2,3-e]isoindol-4-yl)acetamide